[Sn].[Te].OC1=C(C=C(C=C1S(=O)(=O)O)O)CN(C(C)=O)CC1=C(C(=CC(=C1)O)S(=O)(=O)O)O N,N-bis(2,5-dihydroxy-3-sulfophenylmethyl)acetamide Tellurium-Tin